N-[4-(3-chlorophenoxy)-3-sulfamoylphenyl]-2-(2,5-dichlorophenyl)acetamide ClC=1C=C(OC2=C(C=C(C=C2)NC(CC2=C(C=CC(=C2)Cl)Cl)=O)S(N)(=O)=O)C=CC1